(E)-5-bromo-3-((1-hydroxy-2-methylprop-ylimino)methyl)benzene-1,2-diol BrC1=CC(=C(C(=C1)O)O)/C=N/C(C(C)C)O